ClC=1C=CC=2C=C3C4=CC=CC=5C=CC=C(C(N3C2C1)=O)C45 7-chloro-10-azapentacyclo[10.7.1.02,10.04,9.016,20]icosa-1(19),2,4(9),5,7,12,14,16(20),17-nonaen-11-one